3-(6-((trimethylsilyl)ethynyl)pyrazin-2-yl)-3-azabicyclo[3.1.0]hexane C[Si](C)(C)C#CC1=CN=CC(=N1)N1CC2CC2C1